6-methoxy-2-(4-(methylcarbamoyl)phenyl)benzo[d]imidazo[2,1-b]thiazole-7-carboxylic acid methyl ester COC(=O)C1=CC2=C(N3C(S2)=NC(=C3)C3=CC=C(C=C3)C(NC)=O)C=C1OC